C(C1=CC=CC=C1)OC(=O)NN[C@](C(=O)OC(C1=CC=CC=C1)C1=CC=CC=C1)(CC1=CC(=C(C=C1)O)O)C (S)-2-(1-(diphenylmethoxy)-3-(3,4-dihydroxybenzeneYl)-2-methyl-1-oxoprop-2-yl)hydrazinecarboxylic acid benzyl ester